C(C1=CC=CC=C1)OC(=O)NC[C@H]1C[C@H](CC1)NC(OC(C)(C)C)=O |r| tert-butyl N-[rac-(1S,3R)-3-(benzyloxycarbonylaminomethyl)cyclopentyl]carbamate